COCCN 2-methoxyethan-amine